CN(CCC)C N,N-dimethyl-3-aminopropane